C(C)(C)(C)[Si](C)(C)OC1=C(C=C(C=C1)C#C)OC tert-butyl-(4-ethynyl-2-methoxyphenoxy)dimethylsilane